O1CCN(CC1)C1=NC(=C2N=CN(C2=N1)/N=C/C=1C=C(C=CC1)C)N1N=CC=C1 (E)-N-(2-morpholino-6-(1H-pyrazol-1-yl)-9H-purin-9-yl)-1-(m-tolyl)methanimine